((3-(dimethylamino)propylamino)methyl)-6-methylpyrimidine CN(CCCNCC1=NC(=CC=N1)C)C